[Cl-].C(C)(C)C1=C(C(=CC=C1)C(C)C)[N+]1=CN2C(C=CC3=CC=CC(=C23)N2CCOCC2)=C1 2-(2,6-Diisopropylphenyl)-9-morpholinoimidazo[1,5-a]quinolin-2-ium chloride